6-((benzyloxy)methyl)-1,6-dimethyl-3-((2-(trimethylsilyl)ethoxy)methyl)-1,3,6,7-tetrahydro-2H-benzofuro[6,7-d]imidazol-2-one C(C1=CC=CC=C1)OCC1(COC2=C1C=CC=1N(C(N(C12)C)=O)COCC[Si](C)(C)C)C